1-(((4R,6S)-9-(5-(2-Hydroxypropan-2-yl)pyrazin-2-yl)-4-methyl-8-oxo-7-oxa-9-azadispiro[2.2.46.23]dodecan-4-yl)methyl)-1H-benzo[d]imidazole-6-carbonitrile OC(C)(C)C=1N=CC(=NC1)N1C(O[C@@]2(C[C@@](C3(CC3)CC2)(C)CN2C=NC3=C2C=C(C=C3)C#N)C1)=O